4,4'-diglycidylbiphenyl C(C1CO1)C1=CC=C(C=C1)C1=CC=C(C=C1)CC1CO1